Hydroxymethyl-Nitromethane OCC[N+](=O)[O-]